O1CCN(CC1)C1=CC=C(C=C1)C=1OC2=C(C1)C=CC(=C2)C=O 2-(4-morpholinophenyl)-benzofuran-6-carbaldehyde